N1N=NC(=C1)CNC(=O)[C@H]1N2C3=C(C=CC=C3C1)CC[C@@H](C2=O)NC([C@H]([C@H](CC)C)NC(=O)C=2C=NC=CC2)=O (2S,5S)-5-{(2S,3S)-3-Methyl-2-[(pyridine-3-carbonyl)-amino]-pentanoylamino}-4-oxo-1,2,4,5,6,7-hexahydro-azepino[3,2,1-hi]indole-2-carboxylic acid (1H-[1,2,3]triazol-4-ylmethyl)-amide